rac-(R)-1-(3-((5-bromo-2-((1-(1-ethylpyrrolidin-3-yl)-3-methyl-1H-pyrazol-4-yl)amino)pyrimidin-4-yl)amino)propyl)piperidin-2-one BrC=1C(=NC(=NC1)NC=1C(=NN(C1)[C@H]1CN(CC1)CC)C)NCCCN1C(CCCC1)=O |r|